CC(C(=O)OCC(F)(F)F)(C)C1C2(CC2)C(=NN1C1=CC=CC=C1)C1=C(C=CC=C1)C 2,2,2-Trifluoroethyl 2-methyl-2-(5-phenyl-7-(o-tolyl)-5,6-diazaspiro[2.4]hept-6-en-4-yl)propanoate